C1(=CC=CC=C1)S(=O)(=O)OC1=CC=C(C=C1)NC(=O)NC1=CC=C(C=C1)OS(=O)(=O)CC1=CC=CC=C1 N-[4-(benzenesulfonyloxy)phenyl]-N'-[4-(benzylsulfonyloxy)phenyl]urea